ClC=1C=C(C=C(C1OC1=NNC(C2=CC=CC=C12)=O)Cl)NCCC(=O)O 3-((3,5-dichloro-4-((4-oxo-3,4-dihydro-phthalazin-1-yl)oxy)phenyl)amino)propanoic acid